(R)-tert-butyl-(methyl)phosphinobenzene C(C)(C)(C)C1=C(C=CC=C1)PC